(5S,8S)-N-(2,4-dichlorobenzyl)-5-fluoro-8-hydroxy-8-(hydroxymethyl)-5,6,7,8-tetrahydroquinoline-5-carboxamide ClC1=C(CNC(=O)[C@]2(C=3C=CC=NC3[C@@](CC2)(CO)O)F)C=CC(=C1)Cl